5-[(3R)-3-fluoropyrrolidin-1-yl]pyrazin-2-amine F[C@H]1CN(CC1)C=1N=CC(=NC1)N